1-methylcyclohexane-1-carboxamide CC1(CCCCC1)C(=O)N